6-chloro-8-methoxy-9H-pyrimido[4,5-b]indol-4-amine ClC=1C=C2C3=C(NC2=C(C1)OC)N=CN=C3N